N-(4-(2-(((1r,4r)-4-aminocyclohexyl)amino)-8-ethylquinazolin-6-yl)-3-methoxyphenyl)-2-chlorobenzenesulfonamide NC1CCC(CC1)NC1=NC2=C(C=C(C=C2C=N1)C1=C(C=C(C=C1)NS(=O)(=O)C1=C(C=CC=C1)Cl)OC)CC